racemic-3-[[3-(4-chlorophenyl)-4-[2-[[(E)-3-[2-fluoro-4-(trifluoromethyl)phenyl]prop-2-enoyl]amino]acetyl]piperazin-1-yl]methyl]cyclobutane-1-carboxylic acid ClC1=CC=C(C=C1)[C@@H]1CN(CCN1C(CNC(\C=C\C1=C(C=C(C=C1)C(F)(F)F)F)=O)=O)CC1CC(C1)C(=O)O |r|